(1S,3S)-3-((6-(5-(((5-(2-ethoxy-ethyl)-1,2,4-oxadiazol-3-yl)amino)methyl)-1-methyl-1H-1,2,3-triazol-4-yl)-2-methylpyridin-3-yl)oxy)cyclohexane-1-carboxylic acid C(C)OCCC1=NC(=NO1)NCC1=C(N=NN1C)C1=CC=C(C(=N1)C)O[C@@H]1C[C@H](CCC1)C(=O)O